N4-(5-amino-2-fluorophenyl)-N2-(3-chloro-1-methyl-1H-pyrazol-4-yl)-5-[4-(trifluoromethyl)phenyl]pyrimidine-2,4-diamine NC=1C=CC(=C(C1)NC1=NC(=NC=C1C1=CC=C(C=C1)C(F)(F)F)NC=1C(=NN(C1)C)Cl)F